(2S,4R)-1-[(2S)-2-(4-cyclopropyltriazol-1-yl)-3,3-dimethyl-butanoyl]-N-[(1R,2S)-3,3-difluoro-2-hydroxy-cyclopentyl]-4-hydroxy-pyrrolidine-2-carboxamide C1(CC1)C=1N=NN(C1)[C@H](C(=O)N1[C@@H](C[C@H](C1)O)C(=O)N[C@H]1[C@@H](C(CC1)(F)F)O)C(C)(C)C